2-bromo-4-[2-[(tert-butyldimethylsilyl)oxy]ethoxy]-6-methanesulfonyl-pyridine BrC1=NC(=CC(=C1)OCCO[Si](C)(C)C(C)(C)C)S(=O)(=O)C